4-((tert-butyldimethylsilyl)oxy)butan-1-ol [Si](C)(C)(C(C)(C)C)OCCCCO